C(C)N1C2=NC(=NC(=C2N=C1C1=CC=NC=C1)N1CCOCC1)/C=C/C(=O)C1=CC=CC=C1 (E)-3-(9-ethyl-6-morpholino-8-(pyridin-4-yl)-9H-purin-2-yl)-1-phenylprop-2-en-1-one